(R)-5-cyclobutyl-N-((4-(cyclopropanesulphonylamino)pyridin-2-yl)methyl)-7-methyl-5,6,7,8-tetrahydropyrido[2,3-b]pyrazine-2-carboxamide C1(CCC1)N1C[C@@H](CC=2C1=NC=C(N2)C(=O)NCC2=NC=CC(=C2)NS(=O)(=O)C2CC2)C